BrC1=C(C=C2C(=CNC2=C1)[C@@H](C(F)(F)F)NS(=O)C(C)(C)C)F N-[(1S)-1-(6-bromo-5-fluoro-1H-indol-3-yl)-2,2,2-trifluoro-ethyl]-2-methyl-propane-2-sulfinamide